N-tert-butyl-4-[[2-(5-fluoro-2-hydroxy-phenyl)acetyl]amino]pyridine-2-carboxamide C(C)(C)(C)NC(=O)C1=NC=CC(=C1)NC(CC1=C(C=CC(=C1)F)O)=O